NCCC[SiH](OC)OC 3-aminopropyl-dimethoxysilane